3-[[4-[5-[tert-butyl(dimethyl)silyl]oxy-1-tetrahydropyran-2-yl-indazol-3-yl]thiazol-2-yl]methoxycarbonylamino]propyl methanesulfonate CS(=O)(=O)OCCCNC(=O)OCC=1SC=C(N1)C1=NN(C2=CC=C(C=C12)O[Si](C)(C)C(C)(C)C)C1OCCCC1